NC1CCN(CC1)C=1C=CC(=NC1)C(=O)NC=1SC=C(N1)C1=C(C=CC=C1)Cl 5-(4-aminopiperidin-1-yl)-N-(4-(2-chlorophenyl)thiazol-2-yl)picolinamide